ClC=1N=NC(=C2C1NC=N2)N(CC2=C(C=C(C=C2)OC)OC)CC2=C(C=C(C=C2)OC)OC 7-chloro-N,N-bis(2,4-dimethoxybenzyl)-1H-imidazo[4,5-d]pyridazin-4-amine